C(C)C12COCC(CNC1)N2C(=O)N ethyl-3-oxa-7,9-diazabicyclo[3.3.1]nonane-9-carboxamide